BrC/C=C/CN1C(=NC2=C1C(=CC(=C2)C(N)=O)OCCOCCOCCC(=O)OC(C)(C)C)NC(=O)C2=CC(=NN2CC)C tert-butyl (E)-3-(2-(2-((1-(4-bromobut-2-en-1-yl)-5-carbamoyl-2-(1-ethyl-3-methyl-1H-pyrazole-5-carboxamido)-1H-benzo[d]imidazol-7-yl)oxy)ethoxy)ethoxy)propanoate